NC1=C2N=CN(C2=NC=N1)CC(=O)N1[C@@H](C[C@H](C1)F)C(=O)NC1=NC(=CC=C1C)Br (2s,4r)-1-(2-(6-amino-9H-purin-9-yl)acetyl)-N-(6-bromo-3-methylpyridin-2-yl)-4-fluoropyrrolidine-2-carboxamide